ClC=1C=CC2=C([C@@H]([C@](O2)(C2=CC=CC=C2)CN[C@@H]2CC[C@H](CC2)O)O)C1C1=C(C(=O)N)C=CC(=C1F)OC(F)F 2-((2S,3S,4S)-5-Chloro-3-hydroxy-2-((((trans)-4-hydroxycyclohexyl)amino)methyl)-2-phenyl-2,3-dihydrobenzofuran-4-yl)-4-(difluoromethoxy)-3-fluorobenzamide